(Racemic)-N-(5-(1,4-dioxane-2-carbonyl)-5,6-dihydro-4H-pyrrolo[3,4-d]thiazol-2-yl)-4-(2-methoxyphenyl)-6-methylnicotinamide O1[C@H](COCC1)C(=O)N1CC=2N=C(SC2C1)NC(C1=CN=C(C=C1C1=C(C=CC=C1)OC)C)=O |r|